N1C(=NC=C1)C(=O)N1C(C2=C(N=C(N=C2)C2=NC=CC=C2)CC1)C 1H-imidazol-2-yl-[5-methyl-2-(2-pyridyl)-7,8-dihydro-5H-pyrido[4,3-d]pyrimidin-6-yl]methanone